FC(C1=NN=C(O1)C1=CC=C2CN(C(C2=C1)=O)C[C@](C1=NC=CC=C1)(O)C1=NC=C(C=C1)F)F |o1:18| 6-[5-(difluoromethyl)-1,3,4-oxadiazol-2-yl]-2-[(1R*,2R*)-2-(5-fluoropyridin-2-yl)-2-hydroxy-2-(pyridin-2-yl)ethyl]-2,3-dihydro-1H-isoindol-1-one